(S)-Benzyl-3-((tert-butoxycarbonyl)((S)-2-hydroxy-3-(3-(methylsulfonyl)phenoxy)propyl) amino)-1-oxa-8-azaspiro[4.5]decane-8-carboxylate C(C1=CC=CC=C1)OC(=O)N1CCC2(C[C@@H](CO2)N(C[C@@H](COC2=CC(=CC=C2)S(=O)(=O)C)O)C(=O)OC(C)(C)C)CC1